CC=1C=C(C=CC1OC1=CC2=C(N(C=N2)C)C=C1)NC=1C2=C(N=CN1)C=CC(=N2)N2CCN(CC2)C(C#CC)=O 1-{4-[4-({3-methyl-4-[(1-methyl-1,3-benzodiazol-5-yl)oxy]phenyl}amino)pyrido[3,2-d]pyrimidin-6-yl]piperazin-1-yl}but-2-yn-1-one